CN(CC#CC1=CC(=C(OC[C@H](CC2=C(N=CS2)C(=O)O)C)C=C1)F)C 5-[(2S)-3-{4-[3-(dimethylamino)prop-1-yn-1-yl]-2-fluorophenoxy}-2-methylpropyl]-1,3-thiazole-4-carboxylic acid